3,3',4,4',5,5',6,6'-octafluoro-2,2'-dibromobiphenyl FC=1C(=C(C(=C(C1F)F)F)C1=C(C(=C(C(=C1F)F)F)F)Br)Br